5-(1-ethylpiperidin-4-yl)-2-(5-(8-methyl-[1,2,4]triazolo[1,5-a]pyridin-6-yl)-4-(2,2,2-trifluoroethyl)-1H-pyrazol-3-yl)thiazolehexane-thiol C(C)N1CCC(CC1)C1=CNC(S1)(CCCCCCS)C1=NNC(=C1CC(F)(F)F)C=1C=C(C=2N(C1)N=CN2)C